O=C1NC(CCC1N1CC2=CC=C(C=C2C1=O)N1CCN(CC1)CC1CCN(CC1)C(=O)OC(C)(C)C)=O Tert-butyl 4-((4-(2-(2,6-dioxopiperidin-3-yl)-3-oxoisoindolin-5-yl)piperazin-1-yl)methyl)piperidine-1-carboxylate